6-cyclopropoxy-2-nitropyridin-3-ol C1(CC1)OC1=CC=C(C(=N1)[N+](=O)[O-])O